FC=1C=C(O[C@@H]2CN(CC2)C(=O)OC(C)(C)C)C=C(C1)C(=O)OC tert-butyl (S)-3-(3-fluoro-5-(methoxycarbonyl)phenoxy)pyrrolidine-1-carboxylate